2-(4-((2,5-Dioxo-3-(p-tolyl)imidazolin-1-yl)methyl)-2,6-dimethylphenoxy)-2-methylpropionic acid O=C1N(C(CN1C1=CC=C(C=C1)C)=O)CC1=CC(=C(OC(C(=O)O)(C)C)C(=C1)C)C